C(CC=C)OC1=C(C(=CC=C1)C)C1=CC(=CC=C1)[C@H](CC(=O)OC)NC([C@H](CC=C)NC(=O)OC(C)(C)C)=O Methyl (S)-3-(2'-(but-3-en-1-yloxy)-6'-methyl-[1,1'-biphenyl]-3-yl)-3-((S)-2-((tert-butoxycarbonyl)amino)pent-4-enamido)propanoate